NC1=CC(=C(C(=N1)C1=C(C=C2C(=NC(=NC2=C1F)OCC1N(CC(C1)F)C)N1C(CN(CC1)C(C=C)=O)C)Cl)C)C 1-(4-(7-(6-amino-3,4-dimethylpyridin-2-yl)-6-chloro-8-fluoro-2-((4-fluoro-1-methylpyrrolidin-2-yl)methoxy)quinazolin-4-yl)-3-methylpiperazin-1-yl)prop-2-en-1-one